Cl.C(C)(C)N1N=NC(=C1)C(C)OC=1C=2N(C=C(C1)C=1N=NN(C1C)C1CCNCC1)N=CC2C#N 4-[1-(1-Isopropyltriazol-4-yl)ethoxy]-6-[5-methyl-1-(4-piperidyl)triazol-4-yl]pyrazolo[1,5-a]pyridine-3-carbonitrile hydrochloride